ClC=1C(=NC=CC1SC=1C=2N(C(=NC1)N1CCC3(CNC3)CC1)C=CN2)N 3-chloro-4-[(5-{2,7-diazaspiro[3.5]nonan-7-yl}imidazo[1,2-c]pyrimidin-8-yl)sulfanyl]pyridin-2-amine